ClC1=C(C(=C(C(=C1F)F)F)F)F 1-chloro-2,3,4,5,6-pentafluorobenzene